N-(N-((tert-butoxycarbonyl)glycyl)-N-methylglycyl)-N-methylglycine C(C)(C)(C)OC(=O)NCC(=O)N(CC(=O)N(CC(=O)O)C)C